N-(2-deoxy-2-L-leucinylamino-β-D-glucopyranosyl)-N-octadecyldodecanoylamide N[C@@H](CC(C)C)C(=O)N[C@H]1[C@@H](O[C@@H]([C@H]([C@@H]1O)O)CO)[N-]C(C(CCCCCCCCCC)CCCCCCCCCCCCCCCCCC)=O